C1(CCCCC1)(N)N.N1=CC=CC2=CC=C(C=C12)C(=O)O quinoline-7-carboxylic acid (1S,2S)-cyclohexanediamine salt